BrC(=O)C1=C(O)C(OC)=CC=C1 bromo-o-vanillin